C(CCCCCCCCC)(=O)OC(CSCCCCCCC)CCCCC(CCCCC(CSCCCCCCC)OC(CCCCCCCCC)=O)=O.CC(CN(OC(C)(C)C(=O)O)C(C(C)(C)C)P(=O)(OCC)OCC)C (2-methylpropyl)-N-(1-diethylphosphono-2,2-dimethylpropyl)-O-(2-carboxyprop-2-yl)hydroxylamine 1,13-bis(Heptylthio)-7-oxotridecane-2,12-diyl bis(decanoate)